CN(C(=O)C1=NC=NC=C1)C N,N-dimethylpyrimidine-4-carboxamide